tert-Butyl N-[5-bromo-4-(difluoromethyl)pyrimidin-2-yl]-N-tert-butoxycarbonyl-carbamate BrC=1C(=NC(=NC1)N(C(OC(C)(C)C)=O)C(=O)OC(C)(C)C)C(F)F